CN(C(CCC(C(=O)NC=1C=CC=C2C=CC=NC12)(C)C)=O)C N5,N5,2,2-tetramethyl-N1-(quinolin-8-yl)pentanediamide